N[C@H]1[C@@H]2N(C[C@H]1CC2)C(=O)C2=CC1=C(N(C(=N1)C=1N(C3=C(C=CC=C3C1)C1=C(C#N)C=C(C=C1)O)CC1CC1)C)C(=C2)OC 2-(2-(5-((1R,4R,7R)-7-amino-2-azabicyclo[2.2.1]heptane-2-carbonyl)-7-methoxy-1-methyl-1H-benzo[d]imidazol-2-yl)-1-(cyclopropylmethyl)-1H-indol-7-yl)-5-hydroxybenzonitrile